FC1=CC=C(C=C1)C(C([2H])([2H])[2H])(O)[2H] 1-(4-fluorophenyl)ethan-1,2,2,2-d4-1-ol